N-((R)-1-(4-(8-((but-3-en-1-yloxy)methyl)imidazo[1,2-a]pyrazin-6-yl)-5-methoxypyridin-2-yl)ethyl)-N-ethyl-2-methylpropan-2-sulfinamide C(CC=C)OCC=1C=2N(C=C(N1)C1=CC(=NC=C1OC)[C@@H](C)N(S(=O)C(C)(C)C)CC)C=CN2